3-chloro-5-fluoro-N-[(2,2,3,3,4,5,5,6,6-nonadeuterio-4-piperidyl)methyl]benzamide hydrochloride Cl.ClC=1C=C(C(=O)NCC2(C(C(NC(C2([2H])[2H])([2H])[2H])([2H])[2H])([2H])[2H])[2H])C=C(C1)F